NC1=C2CN(C(C2=CC=C1)=O)C1C(N(C(CC1)=O)C(=O)OC(C)(C)C)=O Tert-butyl 3-(4-amino-1-oxo-1,3-dihydro-isoindol-2-yl)-2,6-dioxopiperidine-1-carboxylate